FC=1C=C2C(=C(C=NC2=CC1)C#N)C1=CC=C(C=C1)CS(=O)(=N)C 6-fluoro-4-(4-((S-methylsulfonimidoyl)methyl)phenyl)quinoline-3-carbonitrile